C(CCC)(=O)NC1=CC(=NC=C1)C=1N=NC=NN1 3-(4-butanamido-2-pyridinyl)-1,2,4,5-tetrazine